FC(C(C(F)F)(O)C1=CC=C(C=C1)C1=CC=C(C=C1)C=O)(F)F 4'-(1,1,1,3,3-pentafluoro-2-hydroxypropane-2-yl)-[1,1'-biphenyl]-4-Formaldehyde